CC(CCCC)NS(=O)(=O)C1=CC=C(C=C1)OC N-(hex-2-yl)-4-methoxybenzenesulfonamide